ClC=1C=C(COC=2C=C(C=C(C=O)C2)C=O)C=CC1 5-(3-chlorobenzyl-oxy)isophthalaldehyde